C1(CC1)N1N=CC(=C1)C1=CC(=NC=C1)NC[C@@H]1CC[C@H](CC1)C1=CC(=C(C=C1)OC)C 4-(1-Cyclopropyl-1H-pyrazol-4-yl)-N-((trans-4-(4-methoxy-3-methylphenyl)cyclohexyl)methyl)pyridin-2-amine